(R)-3-(4-phenoxyphenyl)-1-(1-(piperidin-4-ylmethyl)piperidin-3-yl)-1H-pyrazolo(3,4-d)pyrimidin-4-amine O(C1=CC=CC=C1)C1=CC=C(C=C1)C1=NN(C2=NC=NC(=C21)N)[C@H]2CN(CCC2)CC2CCNCC2